Cl.C[C@H]1N([C@@H](CNC1)C)C(=O)C1=C(C=C(C=C1)OC)F ((2R,6R)-2,6-dimethylpiperazin-1-yl)(2-fluoro-4-methoxyphenyl)methanone hydrochloride